Methyl 4-[3-[2,6-dichloro-4-(2-methylpyrazolo[4,3-b]pyridin-5-yl)benzoyl]-2,4-dihydro-1,3-benzoxazin-8-yl]-5-fluoro-2-(3-oxa-8-azabicyclo[3.2.1]octan-8-yl)benzoate ClC1=C(C(=O)N2COC3=C(C2)C=CC=C3C3=CC(=C(C(=O)OC)C=C3F)N3C2COCC3CC2)C(=CC(=C1)C=1C=CC=2C(N1)=CN(N2)C)Cl